C(#N)C1=NC2=CC(=CC(=C2C=C1C1=CC=C(C=C1)OC1CC1)C(C)NC1=C(C(=O)O)C=CC=C1)C 2-((1-(2-cyano-3-(4-cyclopropoxyphenyl)-7-methylquinolin-5-yl)ethyl)amino)benzoic acid